BrC1=CC(=C(OC2CN(CC2)C(=O)OC(C)(C)C)C=C1)F tert-butyl 3-(4-bromo-2-fluorophenoxy)pyrrolidine-1-carboxylate